ClC1=C(N(C=N1)CC(F)(F)F)CSC=1NC(C2=C(N1)CCC2)=O 2-({[5-Chloro-3-(2,2,2-trifluoroethyl)imidazol-4-yl]methyl}sulfanyl)-3H,5H,6H,7H-cyclopenta[d]pyrimidin-4-one